FC=1C=C(C=C2C(=CNC12)CCN(C)CC(C)C)O 7-fluoro-3-(2-(isobutyl-(methyl)amino)ethyl)-1H-indol-5-ol